CC=1N2C=3C=NC4=CC=C(C=C4C3N(C2=NN1)C1=CC=C(C=C1)C1(CC1)C#N)C=1C=NC=CC1 1-{4-[12-methyl-4-(pyridin-3-yl)-8,11,13,14,16-pentaaza-tetracyclo[8.6.0.02,7.011,15]-hexadec-1(10),2,4,6,8,12,14-heptaen-16-yl]Phenyl}cyclopropane-1-carbonitrile